C[C@@H]1N[C@@H](C[C@]2(C1)OCCC1=CC(=CC=C12)C(=O)OC)C=1N=NN(C1)C methyl (1S,2'S,6'S)-2'-methyl-6'-(1-methyltriazol-4-yl)spiro[isochromane-1,4'-piperidine]-6-carboxylate